FC(C=1C=C2C(=CC1)NC(C21CCN(CC1)CCOC=1C=NC(=C(C1)C(F)(F)F)[C@@H](C)O)=O)F |o1:29| 5-(difluoromethyl)-1'-[2-({6-[(1R) or (1S)-1-hydroxyethyl]-5-(trifluoromethyl)pyridin-3-yl}oxy)ethyl]-1,2-dihydrospiro[indole-3,4'-piperidin]-2-one